tert-butyl 4-(1-chloro-7-fluoro-4,5-dihydroimidazo[1,2-a]quinolin-2-yl)piperidine-1-carboxylate ClC1=C(N=C2N1C1=CC=C(C=C1CC2)F)C2CCN(CC2)C(=O)OC(C)(C)C